BrC1=CC(=C(C=C1)NC(=O)NC=1C(=NC=CC1)OC1=C(C=CC=C1)C(F)(F)F)F 1-(4-bromo-2-fluorophenyl)-3-(2-(2-(trifluoromethyl)phenoxy)pyridin-3-yl)urea